2-(PIPERIDIN-1-YLSULFONYL)PHENYLBORONIC ACID N1(CCCCC1)S(=O)(=O)C1=C(C=CC=C1)B(O)O